N1(CCC1)C(=O)OC(C=1C=C2N=C(C=NC2=CC1)C=1C=NN(C1)C1CC(C1)C(=O)OC)C(C)(C)C tert-butyl-((3-(1-(3-(methoxycarbonyl) cyclobutyl)-1H-pyrazol-4-yl) quinoxalin-6-yl) methyl) azetidine-1-carboxylate